(4-amino-3,5-difluorophenyl)(7-(1,2-dimethyl-6-(trifluoromethyl)-1H-benzo[d]imidazol-5-yl)-1H-indol-3-yl)methanone NC1=C(C=C(C=C1F)C(=O)C1=CNC2=C(C=CC=C12)C1=CC2=C(N(C(=N2)C)C)C=C1C(F)(F)F)F